5-(3,5-difluorobenzyl)-3-(pyridin-2-ylethynyl)-1H-indazole FC=1C=C(CC=2C=C3C(=NNC3=CC2)C#CC2=NC=CC=C2)C=C(C1)F